tert-butyl 6-[7-[2-(2-methoxyethoxy)phenyl]-6-phenyl-thieno[3,2-c]pyridin-4-yl]-3,4-dihydro-1H-isoquinoline-2-carboxylate COCCOC1=C(C=CC=C1)C=1C2=C(C(=NC1C1=CC=CC=C1)C=1C=C3CCN(CC3=CC1)C(=O)OC(C)(C)C)C=CS2